C1(CCCCC1)[C@@H]1[C@@H](C=2C=CC(=CC2CC1)O)C1=CC(=C(C(=C1)F)N1CCC(CC1)C(OC)OC)F (5R,6R)-6-cyclohexyl-5-(4-(4-(dimethoxymethyl)piperidin-1-yl)-3,5-difluorophenyl)-5,6,7,8-tetrahydronaphthalen-2-ol